Octaaminoheptanoic acid NC(C(C(C(C(=O)O)(N)N)(N)N)(N)N)(CC)N